(2S,6R)-6-((4-bromophenoxy)methyl)-2-(methoxymethyl)-2-methyl-1,4-dioxan BrC1=CC=C(OC[C@H]2COC[C@](O2)(C)COC)C=C1